C1(CCC1)C=1C(=NN(C1NC(=O)[C@H]1C(C1)(F)F)C)C1=CC(=CC=C1)F (S)-N-(4-cyclobutyl-3-(3-fluorophenyl)-1-methyl-1H-pyrazol-5-yl)-2,2-difluorocyclopropane-1-carboxamide